C(#N)C1(CC=CC2=NC3=CC=CC=C3N=C12)C#N dicyanodihydrophenazine